Ethyl-methacrylat C(C)OC(C(=C)C)=O